2-(2-methoxypyrimidin-4-yl)-N-(1-(tetrahydro-2H-pyran-4-yl)-1H-pyrazol-4-yl)-1H-pyrrolo[3,2-c]pyridin-6-amine COC1=NC=CC(=N1)C1=CC=2C=NC(=CC2N1)NC=1C=NN(C1)C1CCOCC1